2-(2',4'-dimethyl-[1,1'-biphenyl]-2-yl)-1-ethyl-1H-benzo[d]imidazole-5-carbonitrile CC1=C(C=CC(=C1)C)C1=C(C=CC=C1)C1=NC2=C(N1CC)C=CC(=C2)C#N